3-[3-(6,8-Difluoro-imidazo[1,2-a]pyridin-3-yl)-6-(1,4-oxazepan-4-carbonyl)-pyrazolo[4,3-c]pyridin-1-ylmethyl]-azetidin FC=1C=C(C=2N(C1)C(=CN2)C2=NN(C1=C2C=NC(=C1)C(=O)N1CCOCCC1)CC1CNC1)F